C(C)(C)(C)S(=O)(=O)N1C=C(C2=CC=C(C=C12)NC(C1=C(C=C(C=C1)S(=O)(=O)CCO)N1CCC2(CC2)CC1)=O)C N-(1-(tert-butylsulfonyl)-3-methyl-1H-indol-6-yl)-4-((2-hydroxyethyl)sulfonyl)-2-(6-azaspiro[2.5]octan-6-yl)benzamide